N1CC=NC2=CC=CC=C12 1,2-dihydroquinoxaline